(R)-N-(4-chlorophenyl)-2-((1S,4S)-4-(6-fluoroquinolin-4-yl)cyclohexyl)propionamide citrate C(CC(O)(C(=O)O)CC(=O)O)(=O)O.ClC1=CC=C(C=C1)NC([C@H](C)C1CCC(CC1)C1=CC=NC2=CC=C(C=C12)F)=O